C(C)(C)(C)OC(=O)N1CCC(CC1)COC1=CC=C(C=C1)OC1=C(C=CC=C1)C=1C2=C(C(N(C1)C)=O)N(C=C2)S(=O)(=O)C2=CC=C(C=C2)C tert-butyl-4-[[4-[2-[6-methyl-7-oxo-1-(p-tolylsulfonyl)pyrrolo[2,3-c]pyridin-4-yl]phenoxy]phenoxy]methyl]piperidine-1-carboxylate